FC1(CNC1)COC(=O)N1CCC(CC1)NC1=NC(=NC=2N1N=CC2C(C)C)N[C@@H]2CNC(C2)=O (S)-4-((8-isopropyl-2-((5-oxopyrrolidin-3-yl)amino)pyrazolo[1,5-a][1,3,5]triazin-4-yl)amino)piperidine-1-carboxylic acid (3-fluoroazetidin-3-yl)methyl ester